(S)-1-(2,2-difluoroethyl)-4-prolylpiperazine hydrochloride Tert-butyl-(S)-2-(4-(2,2-difluoroethyl)piperazin-1-carbonyl)pyrrolidin-1-carboxylate C(C)(C)(C)OC(=O)N1[C@@H](CCC1)C(=O)N1CCN(CC1)CC(F)F.Cl.FC(CN1CCN(CC1)C([C@H]1NCCC1)=O)F